NC1=NC(=C2N=CN(C2=N1)C1C[C@@H]([C@H](O1)C#C)OC(C1=CC=C(C=C1)C)=O)Cl (2R,3S)-5-(2-amino-6-chloro-purin-9-yl)-2-ethynyl-3-(4-methylbenzoyl)oxy-tetrahydrofuran